5-(2,6-dichlorophenyl)-1-trityl-1H-indazol-3-amine ClC1=C(C(=CC=C1)Cl)C=1C=C2C(=NN(C2=CC1)C(C1=CC=CC=C1)(C1=CC=CC=C1)C1=CC=CC=C1)N